N-(4-methoxycarbonylphenyl)-3-(5-(1-(naphthalen-1-yl)ethyl)-1,2,4-oxadiazol-3-yl)aniline COC(=O)C1=CC=C(C=C1)NC1=CC(=CC=C1)C1=NOC(=N1)C(C)C1=CC=CC2=CC=CC=C12